2-bromo-3-[[(tert-butyldimethylsilyl)oxy]methyl]pyrazine BrC1=NC=CN=C1CO[Si](C)(C)C(C)(C)C